FC1=C2C(CN(CC2=CC=C1)C(=O)C1[N@](C1)C(C1=CC=CC=C1)(C1=CC=CC=C1)C1=CC=CC=C1)=O (S)-5-fluoro-2-(1-tritylaziridine-2-carbonyl)-2,3-dihydroisoquinolin-4(1H)-one